NC1=NC(=NC=C1)N1CCC(CC1)(CCCC1=CC=CC=C1)CO (1-(4-Aminopyrimidin-2-yl)-4-(3-phenylpropyl)piperidin-4-yl)methanol